2-(6-methoxy-2',6'-dimethyl-[1,1'-biphenyl]-3-yl)-5-methyl-4-((3-(3-(methylamino)oxetan-3-yl)phenyl)carbamoyl)-1H-imidazole 3-oxide COC1=CC=C(C=C1C1=C(C=CC=C1C)C)C=1NC(=C([N+]1[O-])C(NC1=CC(=CC=C1)C1(COC1)NC)=O)C